2-(thiophene-2-carboxamido)-N-(2,4-dimethylphenyl)-1,3-selenazole-5-carboxamide S1C(=CC=C1)C(=O)NC=1[Se]C(=CN1)C(=O)NC1=C(C=C(C=C1)C)C